FC=1C=C(C=C(C1F)F)C=1N=NN(C1)[C@@H]1[C@H]([C@@H](SC=2SC=C(C2)Cl)O[C@@H]([C@@H]1O)CO)O 4-chloro-2-thienyl 3-deoxy-3-[4-(3,4,5-trifluorophenyl)-1H-1,2,3-triazol-1-yl]-1-thio-α-D-galactopyranoside